(S)-10-[(dimethylamino)methyl]-4-ethyl-4,9-dihydroxy-1H-pyrano[3',4':6,7]indolizino[1,2-b]quinoline-3,14(4H,12H)-dione CN(C)CC=1C=2C=C3C(=NC2C=CC1O)C1=CC2=C(C(N1C3)=O)COC([C@]2(O)CC)=O